N(=N[Co])[Co] azocobalt